C(C)N1N=CC(=C1)CN1C(N(C(=C1)C)C1=CC(=CC(=C1)C(F)(F)F)OCC1OCC1)=O 1-[(1-ethyl-1H-pyrazol-4-yl)methyl]-4-methyl-3-(3-[(oxetan-2-yl)methoxy]-5-(trifluoromethyl)phenyl)-1,3-dihydro-2H-imidazol-2-one